(5-bromopentyl)-4-(nonyloxy)benzamide BrCCCCCC1=C(C(=O)N)C=CC(=C1)OCCCCCCCCC